C(C1=CC=CC=C1)C1(C[C@@H]2[C@@H](CN(C2)CC(=O)C2=NC(=C(C=C2)O)F)C1)O 2-((3aR,5r,6aS)-5-benzyl-5-hydroxyhexa-hydrocyclopenta[c]pyrrol-2(1H)-yl)-1-(6-fluoro-5-hydroxypyridin-2-yl)ethanone